S(=O)(=O)(C1=C(C=CC=C1)S(=O)(=O)[O-])C1=C(C=CC=C1)S(=O)(=O)[O-] sulfonylbis(benzenesulfonate)